CNC(CC1=CNC=2C=CC3=C(C12)CCCO3)C 1-(2-methylaminopropyl)-8,9-dihydropyrano[3,2-e]indole